N-(5-(3-cyano-6-(2-hydroxy-2-methylpropoxy)pyrazolo[1,5-a]pyridin-4-yl)pyridin-2-yl)-N-methyl-6-(pyrrolidin-1-yl)nicotinamide C(#N)C=1C=NN2C1C(=CC(=C2)OCC(C)(C)O)C=2C=CC(=NC2)N(C(C2=CN=C(C=C2)N2CCCC2)=O)C